OC1=C(C(=NN1C)C(F)(F)F)CSC(C)=O thioacetic acid S-(5-hydroxy-1-methyl-3-trifluoromethyl-1H-pyrazol-4-ylmethyl) ester